O(C1=CC=CC=C1)C=1C=C(C=CC1)C(C(=O)O)C 2-(3-phenoxyphenyl)propionic acid